CC1=NC(=CC(=C1)C1=CC=C2C(=C(NC2=C1)C=1C=NC(=CC1)N1CCNCC1)C)C 6-(2,6-dimethylpyridin-4-yl)-3-methyl-2-(6-(piperazin-1-yl)pyridin-3-yl)-1H-indole